C(C=CCCCCCC)(=O)OC(C=CCCCCCC)=O nonenoic acid anhydride